(p-tolyl)(m-trifluoromethyl-phenyl)methylene(cyclopentadienyl)(dibenzofluorenyl)zirconium dichloride [Cl-].[Cl-].C1(=CC=C(C=C1)C(=[Zr+2](C1=CC=CC2=C3C(=C4C=5C=CC=CC5CC4=C21)C=CC=C3)C3C=CC=C3)C3=CC(=CC=C3)C(F)(F)F)C